2-[4-methyl-2-oxo-3-[4-(1H-pyrazolo[3,4-c]pyridin-4-yl)phenyl]benzimidazol-1-yl]-N-(2,2,2-trifluoroethyl)acetamide CC1=CC=CC=2N(C(N(C21)C2=CC=C(C=C2)C2=C1C(=CN=C2)NN=C1)=O)CC(=O)NCC(F)(F)F